{[4-Hydroxy-7-(2-methyl-benzooxazol-6-yloxy)-isoquinoline-3-carbonyl]-amino}-acetic acid OC1=C(N=CC2=CC(=CC=C12)OC1=CC2=C(N=C(O2)C)C=C1)C(=O)NCC(=O)O